S1C(=NC2=C1C=CC=C2)C2=C(C=C(OCCCCCCC(=O)NO)C=C2)Cl 7-(4-(benzo[d]thiazol-2-yl)-3-chlorophenoxy)-N-hydroxyheptanamide